COC1=CC=C(C=C1)CC(C)N 1-(4-methoxyphenyl)propan-2-amine